C1(CCCC1)N1C(C=CC2=C1N=CN=C2)=O 8-cyclopentyl-8H-pyrido[2,3-d]Pyrimidin-7-one